C(#N)C1=CC=C(C=C1)C(C(=O)NCC1=CC=C(C=C1)OC)N1CCN(CC1)C 2-(4-cyanophenyl)-N-(4-methoxybenzyl)-2-(4-methylpiperazin-1-yl)acetamide